C(#N)C1(CC1)C=1C=C(C(=NC1)NCC=1SC(=CC1C(=O)O)C(C(F)(F)F)(F)F)S(=O)(=O)CC 2-[[[5-(1-cyanocyclopropyl)-3-ethylsulfonyl-2-pyridyl]amino]methyl]-5-(1,1,2,2,2-pentafluoroethyl)thiophene-3-carboxylic acid